4'-fluoro-3-(1-methylpyrrolidin-3-yl)-[1,1'-biphenyl]-4-carbonitrile FC1=CC=C(C=C1)C1=CC(=C(C=C1)C#N)C1CN(CC1)C